C(C)(C)(C)C1=CC=C(C(=O)SC2=CC=C(C=C2)C2=CC=C(C=C2)[S+](C2=CC=C(C=C2)C)C2=CC=C(C=C2)C)C=C1 4-[4-(4-t-butylbenzoyl)thiophenyl]phenyldi-p-tolylsulfonium